C(C)(C)[C@H]1N(CCNC1)C (R)-2-isopropyl-1-methylpiperazine